ClC1=C(C=CC=C1Cl)C=1C=2N(C(=CC1C)N1CCC(CC1)(N)C)C=CN2 1-(8-(2,3-dichlorophenyl)-7-methylimidazolo[1,2-a]pyridin-5-yl)-4-methylpiperidin-4-amine